FC1=C(C=C(C=C1)F)C1=CC=C(C=C1)OC 2',5'-difluoro-4-methoxy-[1,1'-biphenyl]